4-[(E)-[(1,1-dioxo-6-phenyl-1,2-benzothiazol-3-yl)-methyl-hydrazono]methyl]-2-methoxy-phenol O=S1(N=C(C2=C1C=C(C=C2)C2=CC=CC=C2)N(\N=C\C2=CC(=C(C=C2)O)OC)C)=O